(2S,4R)-4-hydroxy-N-((R)-1-(4-(4-methylthiazol-5-yl)phenyl)-2-morpholinoethyl)pyrrolidine-2-carboxamide O[C@@H]1C[C@H](NC1)C(=O)N[C@@H](CN1CCOCC1)C1=CC=C(C=C1)C1=C(N=CS1)C